C1(CC1)CC1=NC(=C(C(=O)NC2=CC(=CC=C2)[S@@](=O)(=N)C)C=C1)N1CCC(CCC1)(F)F (R)-6-(cyclopropylmethyl)-2-(4,4-difluoroazepan-1-yl)-N-(3-(S-methylsulfonimidoyl)phenyl)nicotinamide